COC(C)=O.C(Cl)(Cl)Cl Chloroform methyl-acetate